[Ni].C1(=CC=CC=C1)P(C1=CC=CC=C1)C1=CC=CC=C1 (triphenylphosphine) nickel (0)